(3s,4r)-4-(2,6-difluoro-4-methoxyphenyl)-3-({5-[4-(difluoromethyl)phenyl]-1,2-oxazol-3-yl}amino)pyrrolidin-2-one FC1=C(C(=CC(=C1)OC)F)[C@H]1[C@@H](C(NC1)=O)NC1=NOC(=C1)C1=CC=C(C=C1)C(F)F